7,8-dihydrofuro[3,2-e][1,3]benzothiazol-2-yl-4-(dimethylamino)-5-methylhexahydrocyclopenta[d]imidazol-2(1H)-one N1=C(SC2=C1C1=C(C=C2)OCC1)N1C(NC2C1CC(C2N(C)C)C)=O